ethyl 2-(5-(3,5-dichlorophenyl)-5-(trifluoromethyl)-4,5-dihydroisoxazol-3-yl)-2,3-dihydro-1H-pyrrolo[3,4-c]pyridine-6-carboxylate ClC=1C=C(C=C(C1)Cl)C1(CC(=NO1)N1CC=2C=NC(=CC2C1)C(=O)OCC)C(F)(F)F